N-(7-chloro-6-(1-((2S,3S)-2-methyltetrahydrofuran-3-yl)piperidin-4-yl)isoquinolin-3-yl)cyclopropanecarboxamide ClC1=C(C=C2C=C(N=CC2=C1)NC(=O)C1CC1)C1CCN(CC1)[C@@H]1[C@@H](OCC1)C